1-(5-(4-(3-(1,3-dioxolan-2-yl)propyl)piperazin-1-yl)-2-chlorophenyl)dihydropyrimidine-2,4(1H,3H)-dione O1C(OCC1)CCCN1CCN(CC1)C=1C=CC(=C(C1)N1C(NC(CC1)=O)=O)Cl